C(C)C=1C=NN(C1)C1(CN(C1)C=1C=2N(C=CN1)N=C(N2)NC=2C=NNC2)CC#N 2-[3-(4-ethylpyrazol-1-yl)-1-[2-(1H-pyrazol-4-ylamino)-[1,2,4]triazolo[1,5-a]pyrazin-8-yl]azetidin-3-yl]acetonitrile